4-(4-fluoro-benzoyl)-thiazol FC1=CC=C(C(=O)C=2N=CSC2)C=C1